C[C@@H]1N(C2=CC=C3C(=C2CC1)N=C(N3CCNCC(N3CCCC3)=O)CCN3N=CC=C3)C(=O)OC methyl (7S)-7-methyl-3-(2-{[2-oxo-2-(pyrrolidin-1-yl)ethyl]amino}ethyl)-2-[2-(1H-pyrazol-1-yl)ethyl]-3H,6H,7H,8H,9H-imidazo[4,5-f]quinoline-6-carboxylate